(R)-1-methyl-5-(1-(1-phenylethyl)-1H-pyrazol-4-yl)-4-(pyrrolidin-1-yl)pyridin-2(1H)-one CN1C(C=C(C(=C1)C=1C=NN(C1)[C@H](C)C1=CC=CC=C1)N1CCCC1)=O